CCC1=C(C(=O)OC2=C1C=CC(=C2)O)C3=CC=C(C=C3)OC The molecule is a hydroxycoumarin that is coumarin substituted by an ethyl group at position 4, a hydroxy group at position 7 and a p-methoxyphenyl group at position 3 respectively. It is a hydroxycoumarin and a monomethoxybenzene. It derives from a coumarin.